(S)-N-((S)-1-cyano-2-((S)-2-oxopyrrolidin-3-yl)ethyl)-2-(6-methoxy-1-oxoisoquinolin-2(1H)-yl)-4-methylpentanamide C(#N)[C@H](C[C@H]1C(NCC1)=O)NC([C@H](CC(C)C)N1C(C2=CC=C(C=C2C=C1)OC)=O)=O